O=C1CC2(C1)CN(C2)C2=CC=CC(=N2)CO (6-(2-oxo-6-azaspiro[3.3]heptan-6-yl)pyridin-2-yl)methanol